ClC=1C=C(N=NC1)C(C)OC1=CC(=CC=2N1C(=CN2)C#N)C=2N=NN(C2C)C2CCN(CC2)C#N 5-[1-(5-Chloropyridazin-3-yl)ethoxy]-7-[1-(1-cyano-4-piperidyl)-5-methyl-triazol-4-yl]imidazo[1,2-a]pyridine-3-carbonitrile